C(\C=C\CCCCCC)=O (2E)-2-nonenal